C(C)(=O)O[C@@H]1[C@@H]([C@H](O[C@H]1N1C=2N=C(NC(C2N=C1)=O)NC(C(C)C)=O)COCCOCCOCCO)OC(C)=O acetic acid [(2R,3R,4R,5R)-4-acetoxy-2-[2-[2-(2-hydroxyethoxy) ethoxy]-ethoxymethyl]-5-[2-(2-methylpropanamido)-6-oxo-1H-purin-9-yl] tetrahydrofuran-3-yl] ester